tert-butyl N-[3-(2-amino-6-bromo-4-chloro-anilino)-2-hydroxy-propyl]carbamate NC1=C(NCC(CNC(OC(C)(C)C)=O)O)C(=CC(=C1)Cl)Br